1,3-bis(3-pentoxypropyl)imidazolium C(CCCC)OCCCN1C=[N+](C=C1)CCCOCCCCC